tert-butyl 2-(4-bromophenyl)-8-oxo-2,3,4,5a,6,7,8,9-octahydro-5H-1,2,5,7-tetraazabenzo[cd]azulene-5-carboxylate BrC1=CC=C(C=C1)N1N=C2CC(NCC3C2=C1CCN3C(=O)OC(C)(C)C)=O